1-(3,6-dichloropyridin-2-yl)-5-(trifluoromethyl)-1H-pyrazole-4-carboxamide ClC=1C(=NC(=CC1)Cl)N1N=CC(=C1C(F)(F)F)C(=O)N